(2R,3R,4R,5s)-1-(((R)-1-(3-fluorophenyl)pyrrolidin-3-yl)methyl)-2-methylpiperidine-3,4,5-triol FC=1C=C(C=CC1)N1C[C@H](CC1)CN1[C@@H]([C@H]([C@@H]([C@H](C1)O)O)O)C